3a,7a,12a-trihydroxy-5β-cholanoic acid O[C@H]1C[C@H]2C[C@H]([C@H]3[C@@H]4CC[C@H]([C@@H](CCC(=O)O)C)[C@]4([C@H](C[C@@H]3[C@]2(CC1)C)O)C)O